FC1=C(C(=C(C=C1)N(C(C)=O)C1=NC=CC(=C1)[N+](=O)[O-])C)C N-(4-fluoro-2,3-dimethylphenyl)-N-(4-nitropyridin-2-yl)acetamide